CC1(OC2=CC(=CC=C2[C@H]2[C@H]1CC=C(C2)CO)C(C)(CCCCCC)C)C ((6aR,10aR)-6,6-Dimethyl-3-(2-methyloctan-2-yl)-6a,7,10,10a-tetrahydrobenzo[c]chromen-9-yl)methanol